3-sulfonyl-5-ethylphenylacetic acid S(=O)(=O)=C1CC(=CC(=C1)CC)CC(=O)O